((2S,5S)-9-(3-(1H-imidazol-1-yl)prop-1-yn-1-yl)-2,3-dihydro-2,5-methanopyrido[3,4-f][1,4]oxazepin-4(5H)-yl)(4-(trifluoromethyl)bicyclo[2.2.1]heptan-1-yl)methanone N1(C=NC=C1)CC#CC1=CN=CC=2[C@H]3N(C[C@@H](OC21)C3)C(=O)C32CCC(CC3)(C2)C(F)(F)F